ClC=1C(=NC(=NC1)NC1CCOCC1)C1=CC=C2CN(C(C2=C1)=O)CC(=O)N[C@H](CO)C1CCCCC1 2-(6-{5-chloro-2-[(oxacyclohex-4-yl)amino]pyrimidin-4-yl}-1-oxo-2,3-dihydro-1H-isoindol-2-yl)-N-[(1S)-1-cyclohexyl-2-hydroxyethyl]acetamide